(4-Fluoro-2-(2H-1,2,3-triazol-2-yl)phenyl)((5R,9S)-2-methyl-3-(3,4,5-trifluorophenyl)-4,5,6,7,8,9-hexahydro-2H-5,9-epiminocycloocta[c]pyrazol-10-yl)methanone FC1=CC(=C(C=C1)C(=O)N1[C@H]2CC=3C(=NN(C3C3=CC(=C(C(=C3)F)F)F)C)[C@@H]1CCC2)N2N=CC=N2